3,5-Dichloro-6-iodo-2-methylpyrazolo[1,5-a]pyrimidine ClC=1C(=NN2C1N=C(C(=C2)I)Cl)C